N1(CCOCC1)C=1C=CC2=C(NC(=N2)C2=NNC3=NC=C(C=C32)N)C1 3-(6-morpholinyl-1H-benzimidazol-2-yl)-1H-pyrazolo[3,4-b]pyridin-5-amine